C(C)(C)(C)OC(=O)N1[C@@H](CN(CC1)C1=NC=C(C=C1C)C)C (R)-4-(3,5-dimethylpyridin-2-yl)-2-methylpiperazine-1-carboxylic acid tert-butyl ester